N1C(NCC1=O)=O imidazolidine-2,5-dione